[Si](C)(C)(C(C)(C)C)OCC(CO)=O 1-((tert-butyldimethylsilyl)oxy)-3-hydroxypropan-2-one